1-(3-methylbenzyl)-1H-indole-5-carboxylic acid methyl ester COC(=O)C=1C=C2C=CN(C2=CC1)CC1=CC(=CC=C1)C